2-nitrobenzenesulfonohydrazide [N+](=O)([O-])C1=C(C=CC=C1)S(=O)(=O)NN